[Si](C1=CC=CC=C1)(C1=CC=CC=C1)(C(C)(C)C)O[C@H]1CO[C@H]2[C@@H]1OC[C@H]2OCCO 2-[[(3R,3aR,6S,6aS)-6-[tert-butyl(diphenyl)silyl]oxy-2,3,3a,5,6,6a-hexahydrofuro[3,2-b]furan-3-yl]oxy]ethanol